(3r,4r)-3-(4-fluorophenoxymethyl)-4-methyl-2-(2-methyl-5-phenyl-1,3-thiazole-4-carbonyl)-2-azabicyclo[3.1.1]heptane FC1=CC=C(OC[C@@H]2N(C3CC([C@H]2C)C3)C(=O)C=3N=C(SC3C3=CC=CC=C3)C)C=C1